COC(=O)[C@H]1N(C[C@H]([C@@H]1C)O[Si](C1=CC=CC=C1)(C1=CC=CC=C1)C(C)(C)C)C(=O)OCC1=CC=CC=C1 (2s,3r,4s)-4-[(tert-butyldiphenylsilyl)oxy]-3-methylpyrrolidine-1,2-dicarboxylic acid 1-benzyl ester 2-methyl ester